C(#N)N=S(=O)(NC(NC1=C2CCCC2=CC=2CCCC12)=O)\C=C\C1N(CC2C1CN(C2)C)C (E)-N'-cyano-2-(2,5-dimethyloctahydropyrrolo[3,4-c]pyrrol-1-yl)-N-((1,2,3,5,6,7-hexahydro-s-indacen-4-yl)carbamoyl)ethene-1-sulfonimidamide